FC=1C=C(C=CC1OC1=CC=NC2=CC(=C(C=C12)OC)OCCCNC1CC(C1)O)NC(=O)C1=C2C(=CN(C1=O)C1=CC=C(C=C1)F)CCO2 N-(3-fluoro-4-((7-(3-((3-hydroxycyclobutyl)amino)propoxy)-6-methoxyquinolin-4-yl)oxy)phenyl)-5-(4-fluorophenyl)-6-oxo-2,3,5,6-tetrahydrofuro[3,2-c]pyridine-7-carboxamide